5-fluoro-2-(4-methanesulfonyl-2-nitrophenoxy)-1,3-dimethylbenzene FC=1C=C(C(=C(C1)C)OC1=C(C=C(C=C1)S(=O)(=O)C)[N+](=O)[O-])C